3-(8-amino-5-(6-hydroxypyridin-3-yl)-2-(pyridin-2-ylmethyl)-[1,2,4]triazolo[1,5-a]pyrazin-6-yl)benzonitrile NC=1C=2N(C(=C(N1)C=1C=C(C#N)C=CC1)C=1C=NC(=CC1)O)N=C(N2)CC2=NC=CC=C2